O.[Cl-].[Li+] LITHIUM CHLORIDE MONOHYDRATE